Diethylphosphinat C(C)P([O-])(=O)CC